2-{[2-(8-Methoxy-1,1-dioxido-2,3-dihydro-1,4-benzothiazepin-4(5H)-yl)quinolin-4-yl]amino}ethanol COC1=CC2=C(CN(CCS2(=O)=O)C2=NC3=CC=CC=C3C(=C2)NCCO)C=C1